C1(CC1)N1CCN(CC1)C1CCN(CC1)C1=C(C=C(C(=C1)OC)NC1=NC=NC(=C1)N1OCCC1C=1C=C(C=CC1)C1=CC(=CC(=C1)F)F)NC(C=C)=O N-(2-(4-(4-cyclopropylpiperazin-1-yl)piperidin-1-yl)-5-((6-(3-(3',5'-difluoro-[1,1'-biphenyl]-3-yl)-isoxazolidin-2-yl)-pyrimidin-4-yl)-amino)-4-methoxy-phenyl)acrylamide